CC(C(=O)N)CCC(C(=O)N)=O methyl-5-oxohexanediamide